OC1=CC=C(C=C1)C(/C=C/C=1C=CC(=C(C1)CSC1=NC(=CC(=C1C#N)C)C(F)(F)F)OC)=O 2-[[5-[(E)-3-(4-Hydroxyphenyl)-3-oxoprop-1-enyl]-2-methoxyphenyl]methylsulfanyl]-4-methyl-6-(trifluoromethyl)pyridine-3-carbonitrile